(2R)-2-Aminobutanedioic acid 1,4-dimethyl ester hydrochloride Cl.COC([C@@H](CC(=O)OC)N)=O